(4-ethyl-3-(6-p-toluenesulfonylimidazo[4,5-d]pyrrolo[2,3-b]pyridin-1(6H)-yl)-imidazolidin-1-yl)-2-(1H-1,2,4-triazol-1-yl)ethanone C(C)C1N(CN(C1)C(CN1N=CN=C1)=O)N1C=NC=2C1=C1C(=NC2)N(C=C1)S(=O)(=O)C1=CC=C(C)C=C1